ClC(Cl)(Cl)S(=O)(=O)OC1=NC=CC=N1 pyrimidyl trichloromethyl-sulfonate